(R)-1-(2,5-difluoropyridin-3-yl)ethyl (4-(5-aminopyridin-2-yl)-1-methyl-1H-1,2,3-triazol-5-yl)carbamate NC=1C=CC(=NC1)C=1N=NN(C1NC(O[C@H](C)C=1C(=NC=C(C1)F)F)=O)C